N1=CC=C(C2=CC=CC=C12)[C@H](C)N[S@](=O)C(C)(C)C (R)-N-((S)-1-(quinolin-4-yl)-ethyl)-2-methylpropane-2-sulfinamide